tert-butyl 9-((1-(3-(2,6-bis(benzyloxy)pyridin-3-yl)-1-methyl-1H-indazol-6-yl)piperidin-4-yl)methyl)-3,9-diazaspiro[5.5]undecane-3-carboxylate C(C1=CC=CC=C1)OC1=NC(=CC=C1C1=NN(C2=CC(=CC=C12)N1CCC(CC1)CN1CCC2(CCN(CC2)C(=O)OC(C)(C)C)CC1)C)OCC1=CC=CC=C1